NC1=C(C(=NC=N1)N1C[C@@H](CCC1)N1C([C@@H](CCCC1)NC1=CC(=CC(=C1)F)Cl)=O)F (R)-1-((R)-1-(6-amino-5-fluoropyrimidin-4-yl)piperidin-3-yl)-3-(3-chloro-5-fluorophenylamino)azepan-2-one